N-[4-[2-(2-aminoethoxy)ethylcarbamoyl]-3-ethyl-phenyl]-5-[4-(cyanomethoxy)-2,3-difluoro-phenyl]-1-methyl-imidazole-2-carboxamide NCCOCCNC(=O)C1=C(C=C(C=C1)NC(=O)C=1N(C(=CN1)C1=C(C(=C(C=C1)OCC#N)F)F)C)CC